C(CC)[Al]CCC di-n-propylaluminium